3-bromo-2-fluoro-4-(4-(trifluoromethyl)benzyl)-4H-thieno[3,2-b]pyrrole-5-carboxylic acid BrC1=C(SC2=C1N(C(=C2)C(=O)O)CC2=CC=C(C=C2)C(F)(F)F)F